ClC1=NC(=NC(=C1)C)CCl 4-chloro-2-(chloromethyl)-6-methylpyrimidine